CN1CCC(CC1)OC1=CC=CC(=N1)N1N(C(C=2C1=NC(=NC2)NC=2C=C(C=NC2)C#N)=O)CC=C 5-[(1-{6-[(1-methylpiperidin-4-yl)oxy]pyridin-2-yl}-3-oxo-2-(prop-2-en-1-yl)-1H,2H,3H-pyrazolo[3,4-d]pyrimidin-6-yl)amino]pyridine-3-carbonitrile